BrC=1C=CC=2N(C1)C=C(N2)C(=O)NC[C@H](CN2CC1=CC=CC=C1CC2)O (R)-6-bromo-N-(3-(3,4-dihydroisoquinolin-2(1H)-yl)-2-hydroxypropyl)imidazo[1,2-a]pyridine-2-carboxamide